7-methoxy-2-methyl-4-({(1R)-1-[3-(1H-pyrazol-4-yl)phenyl]ethyl}amino)quinazolin-6-ol COC1=C(C=C2C(=NC(=NC2=C1)C)N[C@H](C)C1=CC(=CC=C1)C=1C=NNC1)O